[Na+].C(C=C)S(=O)(=O)[O-] allylsulfonic acid sodium salt